C(O)(O)=O.CC(=C=C)C 1,1-dimethyl-2-methylene ethylene carbonate